(E)-(2'-(1,2-bis(4-methoxyphenyl)vinyl)-4'-phenyl-[1,1'-biphenyl]-2-yl)diphenylphosphine 9-(4-((benzyloxy)carbonyl)piperazin-1-yl)-3-azaspiro[5.5]undecane-3-carboxylate C(C1=CC=CC=C1)OC(=O)N1CCN(CC1)C1CCC2(CCN(CC2)C(=O)O)CC1.COC1=CC=C(C=C1)/C(=C\C1=CC=C(C=C1)OC)/C1=C(C=CC(=C1)C1=CC=CC=C1)C1=C(C=CC=C1)P(C1=CC=CC=C1)C1=CC=CC=C1